6,7-dihydroxycoumarine phosphonium [PH4+].OC=1C=C2C=CC(OC2=CC1O)=O